2-{6-[(3R)-3-(methylamino)pyrrolidin-1-yl]pyridazin-3-yl}-5-(2-methyl-1,3-oxazol-5-yl)pyridin-3-ol CN[C@H]1CN(CC1)C1=CC=C(N=N1)C1=NC=C(C=C1O)C1=CN=C(O1)C